C(C1=CC=CC=C1)OC(=O)NCCOCCOCCOCCOCCOC=1C=C(NC2=NC=CC(=N2)C=2C=CC(=NC2)N2C[C@H](N(CC2)C(=O)OC(C)(C)C)CC)C=C(C1OC)OC |r| (±)-tert-butyl 4-[5-[2-[3-[2-[2-[2-[2-[2-(benzyloxycarbonylamino)ethoxy]ethoxy]ethoxy]ethoxy]ethoxy]-4,5-dimethoxy-anilino]pyrimidin-4-yl]-2-pyridyl]-2-ethyl-piperazine-1-carboxylate